didecyl-dimethyl-ammonium methylsulfate COS(=O)(=O)[O-].C(CCCCCCCCC)[N+](C)(C)CCCCCCCCCC